COC([C@@H](NC(=O)[C@@H]1CN(CC12CNC2)CC2=CC=CC=C2)[C@H](OCC2CCCCC2)C)=O N-((S)-6-benzyl-2,6-diazaspiro[3.4]octane-8-carbonyl)-O-(cyclohexylmethyl)-L-threonine methyl ester